(dimethyl(2-(5-(phosphonooxy)-1H-indol-3-yl)ethyl)ammonio)methyl hydrogen phosphate P(=O)(OC[N+](CCC1=CNC2=CC=C(C=C12)OP(=O)(O)O)(C)C)(O)[O-]